2-(4-(Difluoromethyl)-6-methoxypyridin-3-yl)-N,N-dimethylethan-1-amine FC(C1=C(C=NC(=C1)OC)CCN(C)C)F